carboxypyridine Bromide [Br-].C(=O)(O)C1=NC=CC=C1